O=C1N(CC2=CC(=CC=C12)CN1CCC(=CC1)C=1N=CC2=C(N1)SC=C2)N2C(NC(CC2)=O)=O 1-(1-oxo-5-((4-(thieno[2,3-d]pyrimidin-2-yl)-3,6-dihydropyridin-1(2H)-yl)methyl)isoindolin-2-yl)dihydropyrimidine-2,4(1H,3H)-dione